O(C)C1=C(C(=CC(=C1)CC=C)OC)O methoxyl-eugenol